(3aS,4S,6aS)-N,2,2-trimethyl-5-(6-methyl-4-(trifluoromethyl)pyridin-2-yl)-6-oxo-N-(1-tosyl-1H-pyrrolo[2,3-b]pyridin-6-yl)tetrahydro-3aH-[1,3]dioxolo[4,5-c]pyrrole-4-carboxamide CN(C(=O)[C@@H]1[C@H]2[C@@H](C(N1C1=NC(=CC(=C1)C(F)(F)F)C)=O)OC(O2)(C)C)C2=CC=C1C(=N2)N(C=C1)S(=O)(=O)C1=CC=C(C)C=C1